methyl 2-(aminomethyl)benzoate NCC1=C(C(=O)OC)C=CC=C1